COCCN(C(=O)C=1C(=C(C(=O)OC)C=C(C1)Cl)OC)CCOC methyl 3-(bis(2-methoxy ethyl)carbamoyl)-5-chloro-2-methoxybenzoate